4-(2-(2-(5-(carboxymethyl)-2-fluorophenoxy)ethoxy)ethylamino)-2-formylbenzoic acid C(=O)(O)CC=1C=CC(=C(OCCOCCNC2=CC(=C(C(=O)O)C=C2)C=O)C1)F